2-hydroxy-3-pyrimidin-2-yl-2H-furan-5-one OC1OC(C=C1C1=NC=CC=N1)=O